methyl-3-(phenoxyamino)propionate COC(CCNOC1=CC=CC=C1)=O